ClCC(=O)N(C1=CC=C(C=C1)[N+](=O)[O-])C 2-chloro-N-methyl-N-(4-nitrophenyl)acetamide